FC(C=1C=C(C=C(C1)C(F)(F)F)C1=CC=C(C=C1)C1=C(N(C2=CC(=C(C=C2C1=O)F)OC)O)C)(F)F 3-(3',5'-Bis(trifluoromethyl)-[1,1'-biphenyl]-4-yl)-6-fluoro-1-hydroxy-7-methoxy-2-methylquinolin-4(1H)-one